5-(3,4-dihydroisoquinolin-2(1H)-yl)-4-methyl-4,5-dihydronaphtho[3,2,1-cd]indole C1N(CCC2=CC=CC=C12)C1N(C=2C=CC=C3C2C1=CC1=CC=CC=C13)C